ClC1=CC=C(CN2C(=NC=3N(C(N(C(C23)=O)CCCO)=O)C)OC2=CC=C(C=C2)CC)C=C1 7-(4-chlorobenzyl)-8-(4-ethylphenoxy)-1-(3-hydroxypropyl)-3-methyl-1H-purine-2,6(3H,7H)-dione